Palladium Aminobiphenylmethanesulfonate NC1=C(C(=CC=C1)C1=CC=CC=C1)CS(=O)(=O)[O-].[Pd+2].NC1=C(C(=CC=C1)C1=CC=CC=C1)CS(=O)(=O)[O-]